tert-butyl {[(2R)-2-{[(4-bromophenyl)carbamoyl]amino}-4-methylpentanoyl]amino}acetate BrC1=CC=C(C=C1)NC(=O)N[C@@H](C(=O)NCC(=O)OC(C)(C)C)CC(C)C